hexahydro-4,8-methano-1H,3H-benzo[1,2-c:4,5-c']difuran C1C=2C(CO1)C1C3C(COC3)C2C1